4-(2-{[4-(4-methylpiperazin-1-yl)phenyl]amino}-5,5-dioxido-6-propyl-6H-pyrimido[5,4-c][2,1]benzothiazin-8-yl)benzamide CN1CCN(CC1)C1=CC=C(C=C1)NC=1N=CC=2S(N(C3=C(C2N1)C=CC(=C3)C3=CC=C(C(=O)N)C=C3)CCC)(=O)=O